allyl-glycidyl ether C(C=C)OCC1CO1